C(CCCCCCCCC)(C(=O)O)C(=O)O decane-1,1-dicarboxylic acid